5-fluoro-4-(5-fluorobenzoselenazol-2-yl)-2-methylaniline FC=1C(=CC(=C(N)C1)C)C=1[Se]C2=C(N1)C=C(C=C2)F